(propane-2,2-diyl)dicyclohexanol CC(C)(C1(CCCCC1)O)C1(CCCCC1)O